1-Decyl-1-butylpiperidinium methansulfonat CS(=O)(=O)[O-].C(CCCCCCCCC)[N+]1(CCCCC1)CCCC